2,2,6,6-tetramethyl-4-piperidineacrylate CC1(NC(CC(C1)C=CC(=O)[O-])(C)C)C